4-(2-(4-(3-(4-cyano-3-(trifluoromethyl)phenyl)-5,5-dimethyl-4-oxo-2-thioxoimidazolidin-1-yl)-2-(2,2-difluoroethyl)phenoxy)ethyl)-2-methylpiperazine-1-carboxylic acid tert-butyl ester C(C)(C)(C)OC(=O)N1C(CN(CC1)CCOC1=C(C=C(C=C1)N1C(N(C(C1(C)C)=O)C1=CC(=C(C=C1)C#N)C(F)(F)F)=S)CC(F)F)C